(6'-methyl-[2,3'-bipyridin]-2'-yl)((1S,4R,6R)-6-((5-(trifluoromethyl)pyridin-2-yl)amino)-2-azabicyclo[2.2.2]octan-2-yl)methanone CC1=CC=C(C(=N1)C(=O)N1[C@@H]2[C@@H](C[C@H](C1)CC2)NC2=NC=C(C=C2)C(F)(F)F)C2=NC=CC=C2